4-((1R,5S)-3,8-diazabicyclo[3.2.1]octan-3-yl)-6-chloro-7-(8-ethynyl-7-fluoronaphthalen-1-yl)-8-fluoro-2-((2-methylenetetrahydro-1H-pyrrolizin-7a(5H)-yl)methoxy)quinazoline [C@H]12CN(C[C@H](CC1)N2)C2=NC(=NC1=C(C(=C(C=C21)Cl)C2=CC=CC1=CC=C(C(=C21)C#C)F)F)OCC21CCCN1CC(C2)=C